8-fluoro-6-(1-(6-(4-trifluoromethylphenyl)-1H-imidazo[4,5-b]pyrazin-1-yl)ethyl)quinoline FC=1C=C(C=C2C=CC=NC12)C(C)N1C=NC=2C1=NC(=CN2)C2=CC=C(C=C2)C(F)(F)F